FC(C=1C(=C(C=CC1)[C@@H](C)NC1=C2C(=C(N=N1)C)N=CC(=C2)N2C[C@@H]1[C@H](C2)COC1)F)F N-((R)-1-(3-(difluoromethyl)-2-fluorophenyl)ethyl)-8-methyl-3-((3aR,6aS)-tetrahydro-1H-furo[3,4-c]pyrrol-5(3H)-yl)pyrido[2,3-d]pyridazin-5-amine